(S)-(4-(4-fluorobenzo[d]thiazol-2-yl)-6,7-dihydro-1H-imidazo[4,5-c]pyridin-5(4H)-yl)(2-(methoxymethyl)thiazol-5-yl)methanone FC1=CC=CC2=C1N=C(S2)[C@H]2N(CCC1=C2N=CN1)C(=O)C1=CN=C(S1)COC